OC(CCCC(CC1NCC(N1)=O)C)(C)C 2-(6-hydroxy-2,6-dimethylheptyl)imidazolidin-4-one